3-[2-[2-[2-[2-[2-[2-[4-[[[2-(2,6-dioxo-3-piperidyl)-1,3-dioxo-isoindolin-4-yl]amino]methyl]triazol-1-yl]ethoxy]ethoxy]ethoxy]ethoxy]ethoxy]ethoxy]propanoic acid trifluoroacetate FC(C(=O)O)(F)F.O=C1NC(CCC1N1C(C2=CC=CC(=C2C1=O)NCC=1N=NN(C1)CCOCCOCCOCCOCCOCCOCCC(=O)O)=O)=O